C(#N)C=1C(=NC(=CC1C)C)N1[C@@H](CC(C1)=O)C(=O)N(C=1C=C(C=CC1)C)CC (2S)-1-(3-cyano-4,6-dimethyl-2-pyridinyl)-N-ethyl-N-(m-tolyl)-4-oxo-pyrrolidine-2-carboxamide